N1(CCC1)C=C azetidinylethylene